ClC1=CC=C(CNC=2C=C(COC3=C(C(=O)N)C=CC=C3)C=CC2)C=C1 2-(3-(4-chlorobenzylamino)benzyloxy)benzamide